(1R,5S)-3-(8-fluoro-7-(8-fluoro-3-hydroxynaphthalen-1-yl)-2-(((2R,7aS)-2-fluorotetrahydro-1H-pyrrolizin-7a(5H)-yl)methoxy)quinazolin-4-yl)-8-thia-3-azabicyclo[3.2.1]octane 8,8-dioxide FC=1C(=CC=C2C(=NC(=NC12)OC[C@]12CCCN2C[C@@H](C1)F)N1C[C@H]2CC[C@@H](C1)S2(=O)=O)C2=CC(=CC1=CC=CC(=C21)F)O